COC1=C(NCC#CC=2C=C(C3=C(N(C=N3)CC(F)(F)F)C2)C(=O)N[C@@H]2[C@H](CN(CC2)C(=O)OC(C)(C)C)C)C=CC(=C1)S(=O)(=O)C tert-butyl (3S,4S)-4-[[6-[3-(2-methoxy-4-methylsulfonyl-anilino)prop-1-ynyl]-1-(2,2,2-trifluoroethyl)benzimidazole-4-carbonyl]amino]-3-methyl-piperidine-1-carboxylate